1-Benzyl-N-[(6S)-2-[2-(azetidin-1-yl)ethyl]-4-methyl-5-oxo-7,8-dihydro-6H-pyrazolo[1,5-a][1,3]diazepin-6-yl]-1,2,4-triazol-3-carboxamid C(C1=CC=CC=C1)N1N=C(N=C1)C(=O)N[C@@H]1C(N(C=2N(CC1)N=C(C2)CCN2CCC2)C)=O